6-(2,2-dimethyl-6-(2-methylpyridin-4-yl)morpholino)-8-(2-fluoro-4-(trifluoromethyl)phenyl)-2,3-dimethylpyrimido[5,4-d]pyrimidin-4(3H)-one CC1(OC(CN(C1)C=1N=C(C=2N=C(N(C(C2N1)=O)C)C)C1=C(C=C(C=C1)C(F)(F)F)F)C1=CC(=NC=C1)C)C